[N-](S(=O)(=O)C(F)(F)F)S(=O)(=O)C(F)(F)F.C(C)N1CN(C=C1)NCC 1-ethyl-3-ethylaminoimidazole bis(trifluoromethanesulfonyl)imide salt